ClC1=NC=C(C(=C1)C1=C(C(=O)NC=2SC(=NN2)OC)C=CC(=C1)C#N)OC 2-(2-chloro-5-methoxypyridin-4-yl)-4-cyano-N-(5-methoxy-1,3,4-thiadiazol-2-yl)benzamide